FC=1C=C(C=CC1)C1=CN(C2=NC=C(C=C21)C2=CC=C(CN1CC(CCC1)O)C=C2)S(=O)(=O)C2=CC=C(C)C=C2 1-(4-(3-(3-fluorophenyl)-1-tosyl-1H-pyrrolo[2,3-b]pyridin-5-yl)benzyl)piperidin-3-ol